NC(=O)C=1C(NC(NC1)=O)=O aminocarbonyl-uracil